C(C)(C)C1=NN(C(=C1)C)CC(=O)OCC ethyl 2-(3-isopropyl-5-methyl-pyrazol-1-yl)acetate